C(C)OC1=C(OC=2C=C(C=CC2)C2=CN=CC(=N2)NC(CCC2=CC=C(C=C2)C(C)(C)C)=O)C=CC=C1 2-(4-(3-((6-(3-(2-ethoxyphenoxy)phenyl)pyrazin-2-yl)amino)-3-oxopropyl)phenyl)-2-methylpropane